The molecule is an organic cation that consists of 4,4'-bipyridine bearing two N-methyl substituents loctated at the 1- and 1'-positions. It has a role as a herbicide. It derives from a hydride of a 4,4'-bipyridine. C[N+]1=CC=C(C=C1)C2=CC=[N+](C=C2)C